1-(hex-3-en-1-yloxy)dodec-1-ene methyl-3-(9-(((3H-[1,2,3]triazolo[4,5-b]pyridin-3-yl)oxy)carbonyl)-4,5-dihydrobenzo[b]thieno[2,3-d]oxepin-8-yl)-6-(piperidin-1-yl)picolinate COC(C1=NC(=CC=C1C=1C(=CC2=C(OCCC3=C2SC=C3)C1)C(=O)ON1N=NC=3C1=NC=CC3)N3CCCCC3)=O.C(CC=CCC)OC=CCCCCCCCCCC